Dimethyl-ammonium Dimethylcarbamate CN(C([O-])=O)C.C[NH2+]C